(2E)-But-2-en C\C=C\C